Methyl 2-amino-3,6-difluoro-4-(4-fluoro-1-methylindazol-7-yl)benzoate NC1=C(C(=O)OC)C(=CC(=C1F)C=1C=CC(=C2C=NN(C12)C)F)F